(2Z)-3-(4-{[(2E)-3,7-dimethylocta-2,6-dien-1-yl]oxy}phenyl)-2-methylprop-2-en-1-ol C\C(=C/COC1=CC=C(C=C1)\C=C(/CO)\C)\CCC=C(C)C